ClC=1C(=CC(=C(C1)NC(=O)C1CC2=NC=CC=C2N1)F)F N-(5-chloro-2,4-difluorophenyl)-2,3-dihydro-1H-pyrrolo[3,2-b]pyridine-2-carboxamide